ClC1=NC(=C2C=CC=NC2=C1)N(C1CC2CCC(C1)N2C(=O)OC(C)(C)C)C Tert-butyl (3-exo)-3-((7-chloro-1,6-naphthyridin-5-yl) (methyl) amino)-8-azabicyclo[3.2.1]octane-8-carboxylate